CC(CO)(CC1=CC=CC=C1)C 2,2-dimethyl-3-phenylpropanol